C(C)C1=C(C(=CC(=C1CC)OCC)C)O 2,3-Diethyl-6-methyl-4-ethoxy-phenol